COC(=O)C=1C=C(CN2C(NC(C3=CC=CC=C23)=O)=O)C=CC1 1-(3-methoxycarbonylbenzyl)quinazoline-2,4(1H,3H)-dione